C1(=CC=C(C=C1)N1CCN(CC1)CC=1OC(=CC1)[N+](=O)[O-])C1=CC=CC=C1 1-([1,1'-Biphenyl]-4-yl)-4-[(5-nitrofuran-2-yl)methyl]piperazine